NC=1OC(C(C1[C@H](S(=O)(=O)O)C1=CC=CC=C1)=O)([2H])C1=C(C=CC=C1)F.BrC1=C(C(=O)N)C=C(C(=C1)OC)OC1COCC1 2-bromo-4-methoxy-5-((tetrahydrofuran-3-yl)oxy)benzamide (R)-2-amino-5-(2-fluorophenyl)-4-oxo-4,5-dihydrofuran-3-yl-5-d-phenylmethanesulfonate